C(CCC)[C@@H]1CS(C2=C(N(C1)C1=CC=CC=C1)C=C(C(=C2)OCCC(=O)O)SC)(=O)=O (S)-3-((3-butyl-7-(methylsulfanyl)-1,1-dioxo-5-phenyl-2,3,4,5-tetrahydro-1,5-benzothiazepin-8-yl)oxy)propanoic acid